(3-chloro-1-(4,5-dimethyl-6-oxo-1,6-dihydropyridin-2-yl)-1H-pyrazol-5-yl)benzamide ClC1=NN(C(=C1)C1=C(C(=O)N)C=CC=C1)C=1NC(C(=C(C1)C)C)=O